[Ba+2].FC(CCCCCCC)S(=O)(=O)[O-].FC(CCCCCCC)S(=O)(=O)[O-] fluorooctanesulfonic acid barium salt